ClC1=NC(=C(C(=C1F)C(C)(C)NC(OCC1=CC=CC=C1)=O)F)C1=CC=C(C=C1)F Benzyl {2-[2-chloro-3,5-difluoro-6-(4-fluorophenyl)pyridin-4-yl]propan-2-yl}carbamate